4-(6-(4-(piperazin-1-yl)phenyl)pyrazolo[1,5-a]pyrimidin-3-yl)quinolone (E)-diethyl-2-methyl-but-2-enedicarboxylate C(C)OC(=O)C(\C(=C\C)\C)C(=O)OCC.N1(CCNCC1)C1=CC=C(C=C1)C=1C=NC=2N(C1)N=CC2C2=CC(NC1=CC=CC=C21)=O